(5-(hydroxymethyl)benzoin-2-yl)dec-1-en-3-one OCC=1C=CC(=C(C1)C(=O)C(O)C1=CC=CC=C1)C=CC(CCCCCCC)=O